(4-(trifluoromethyl)cyclohexyl)methanol FC(C1CCC(CC1)CO)(F)F